FC(CO)(F)C=1C(=C(C=CC1)[C@@H](C)N1C(C2=CC=CC=C2C1=O)=O)F 2-{(1R)-1-[3-(1,1-difluoro-2-hydroxyethyl)-2-fluorophenyl]ethyl}-1H-isoindole-1,3(2H)-dione